C[Si](C#CC1=CC=C(C=C1)S)(C)C 4-(2-(trimethylsilyl)ethynyl)benzenethiol